(2S,4R)-tert-butyl 4-amino-6-methyl-2-propyl-3,4-dihydroquinoline-1(2H)-carboxylate N[C@@H]1C[C@@H](N(C2=CC=C(C=C12)C)C(=O)OC(C)(C)C)CCC